C1(CCCCC1)C1=NOC(=N1)CC(C(=O)OC(C)(C)C)P(=O)(OCC)OCC tert-butyl 3-(3-cyclohexyl-1,2,4-oxadiazol-5-yl)-2-(diethoxyphosphoryl)propanoate